C(=O)(O)[C@H]([C@H](C(=O)[O-])O)O.C(#N)[C@H]1N([C@H]2C[C@H]2C1)C([C@@H]([NH3+])C12CC3(C[C@@H](CC(C1)C3)C2)OCCN2CCOCC2)=O (1S)-2-((1S,3S,5S)-3-cyano-2-azabicyclo[3.1.0]hexan-2-yl)-1-((1S,3R,5S)-3-(2-morpholinoethoxy)adamantan-1-yl)-2-oxoethan-1-aminium (2R,3S)-3-carboxy-2,3-dihydroxypropanoate